(S)-2-(4-(5-((4-amino-2-(pentan-2-yloxy)imidazo[2,1-f][1,2,4]triazin-7-yl)methyl)-3-methylpyridin-2-yl)piperazin-1-yl)ethan-1-ol NC1=NC(=NN2C1=NC=C2CC=2C=C(C(=NC2)N2CCN(CC2)CCO)C)O[C@@H](C)CCC